C(CCCC)SC1=C(C=CC=C1)Br 2-bromophenyl (pentyl) sulfide